tert-butyl (4-((2-amino-3-nitropyridin-4-yl)oxy)-2-fluorophenyl)carbamate NC1=NC=CC(=C1[N+](=O)[O-])OC1=CC(=C(C=C1)NC(OC(C)(C)C)=O)F